C[C@H]1[C@@H]([C@H]([C@H]([C@H](O1)OP(=O)(O)OP(=O)(O)OC[C@@H]2[C@H]([C@H]([C@@H](O2)N3C=C(C(=O)NC3=O)C)O)O)O)O)O The molecule is a TDP-sugar having beta-L-rhamnose as the sugar component. It has a role as a bacterial metabolite. It is a conjugate acid of a TDP-beta-L-rhamnose(2-).